6-chloro-2-ethyl-4-vinylisoindoline-1-one ClC1=CC(=C2CN(C(C2=C1)=O)CC)C=C